FC(C=1C=C(C=CC1)NC(C=C)=O)(C1=C2N=CNC2=NC(=N1)NC1=CC=C(C=C1)N1CCN(CC1)C)F N-(3-(difluoro(2-(4-(4-methylpiperazin-1-yl)phenylamino)-9H-purin-6-yl)methyl)phenyl)acrylamide